ClC1=NC(=C2N=C(N(C2=N1)C12CC(C1)(C2)F)C2=C(C=CC=C2)Cl)N2CCN(CC2)C 2-chloro-8-(2-chlorophenyl)-9-{3-fluoro-bicyclo[1.1.1]pentan-1-yl}-6-(4-methylpiperazin-1-yl)purine